OC(C)(C)C=1OC2=C(C1)C=C(C(=C2)O)C(C)=O 2-(1-Hydroxyisopropyl)-5-acetyl-6-hydroxybenzofuran